FC=1C=C2CN(CC2=CC1)C1=NC2=C(C=C(C=C2C(N1C)=O)C)\C(\C)=N/[S@](=O)C(C)(C)C (R,Z)-N-(1-(2-(5-fluoroisoindolin-2-yl)-3,6-dimethyl-4-oxo-3,4-dihydroquinazolin-8-yl)ethylidene)-2-methylpropane-2-sulfinamide